6-methyl-3-aminopyridine CC1=CC=C(C=N1)N